(R)-1-(8-methoxy-9-(1-methyl-1H-pyrazol-3-yl)-1-(thiophen-2-yl)-5,6-dihydroimidazo[5,1-a]isoquinoline-3-carbonyl)-2-methylpyrrolidine-2-carboxamide COC=1C=C2CCN3C(C2=CC1C1=NN(C=C1)C)=C(N=C3C(=O)N3[C@](CCC3)(C(=O)N)C)C=3SC=CC3